3-amino-N-(2-cyclopropyl-2-(dimethylamino)ethyl)-6-(3-methylimidazo[1,2-a]pyridin-6-yl)-5-(oxazol-2-yl)pyrazine-2-carboxamide NC=1C(=NC(=C(N1)C=1OC=CN1)C=1C=CC=2N(C1)C(=CN2)C)C(=O)NCC(N(C)C)C2CC2